(2,6-Dichloropyridin-4-yl)methyl (S)-2-amino-3-(1-methyl-2-oxo-1,2-dihydropyridin-3-yl)propanoate hydrochloride Cl.N[C@H](C(=O)OCC1=CC(=NC(=C1)Cl)Cl)CC=1C(N(C=CC1)C)=O